N[C@@H](C(=O)NCC1=CC=C(C=C1)O)CCCN\C(=N/C(NCCNC(CC)=O)=O)\N (R,Z)-2-amino-N-(4-hydroxybenzyl)-5-(2-((2-propionamidoethyl)carbamoyl)guanidino)-pentanamide